(1S,2S,4R,5R,6S,7S)-N-(5,6-dichloropyridin-3-yl)-7-(2-methylpyridin-4-yl)-8-oxatricyclo[3.2.1.02,4]octane-6-carboxamide ClC=1C=C(C=NC1Cl)NC(=O)[C@@H]1[C@H]2[C@@H]3C[C@@H]3[C@@H]([C@@H]1C1=CC(=NC=C1)C)O2